6-ethoxy-N-((R)-2-hydroxy-2-((S)-1,2,3,4-tetrahydroisoquinolin-3-yl)ethyl)-1-oxo-2-phenethyl-isoindoline-5-carboxamide hydrochloride Cl.C(C)OC1=C(C=C2CN(C(C2=C1)=O)CCC1=CC=CC=C1)C(=O)NC[C@H]([C@H]1NCC2=CC=CC=C2C1)O